N,N'-di-phenyl-p-phenylenediamine C1(=CC=CC=C1)NC1=CC=C(C=C1)NC1=CC=CC=C1